N,N-dicyclohexylformamide ethylcarbamate C(C)NC(O)=O.C1(CCCCC1)N(C=O)C1CCCCC1